1-(2-(6-(1,3-dimethyl-1H-pyrazol-4-yl)pyrazolo[1,5-a]pyridine-3-carbonyl)-2-azaspiro[3.3]heptan-6-yl)-1-methyl-3-(5-(trifluoromethyl)pyridin-3-yl)urea CN1N=C(C(=C1)C=1C=CC=2N(C1)N=CC2C(=O)N2CC1(C2)CC(C1)N(C(=O)NC=1C=NC=C(C1)C(F)(F)F)C)C